2-(2'-carboxyethyl)maleic acid amide C(=O)(O)CC/C(/C(=O)N)=C/C(=O)O